Cl.CN(CCCN=C=N)C [3-dimethylaminopropyl]carbodiimide hydrochloride